2-amino-6-borono-2-(2-(2-ethyl-1,2,3,4-tetrahydroisoquinolin-3-yl)ethyl)hexanoic acid NC(C(=O)O)(CCCCB(O)O)CCC1N(CC2=CC=CC=C2C1)CC